BrC1=CC(=C(C(=O)NCC)C=C1)NC(=O)NC1=CC(=CC(=C1)F)Cl 4-bromo-2-[3-(3-chloro-5-fluorophenyl)ureido]-N-ethylbenzamide